C(C)(C)(C)OC(=O)NC(CCNCCCCNC(O)=O)CC (4-((3-((tert-Butoxycarbonyl)amino)pentyl)amino)butyl)carbamic acid